(2R,3R,4S,5R)-4-fluoro-5-(5-fluoro-2,4-dioxo-3,4-dihydropyrimidin-1(2H)-yl)-2-(hydroxymethyl)-2-methoxytetrahydrofuran-3-yl acetate C(C)(=O)O[C@@H]1[C@@](O[C@H]([C@H]1F)N1C(NC(C(=C1)F)=O)=O)(OC)CO